ClC=1C=C(OCC(=O)NC23CC(C2)(C3)NC(=O)[C@H]3OC2=C(C(C3)=O)C=C(C(=C2)F)F)C=CC1Cl (2S)-N-{3-[2-(3,4-dichlorophenoxy)acetamido]bicyclo[1.1.1]pentan-1-yl}-6,7-difluoro-4-oxo-3,4-dihydro-2H-1-benzopyran-2-carboxamide